O1C(COCC1)CC1=NN(C(O1)=O)C1=CC=C(C=C1)Br 5-((1,4-dioxan-2-yl)methyl)-3-(4-bromophenyl)-1,3,4-oxadiazol-2(3H)-one